ClC1=CC2=C(N(C(C(N2C)=O)=O)C2C[C@H]3CC[C@@H](C2)N3C3=NC=C(C=N3)C#N)N=C1 2-((1R,3s,5S)-3-(7-chloro-1-methyl-2,3-dioxo-2,3-dihydropyrido[2,3-b]pyrazin-4(1H)-yl)-8-azabicyclo[3.2.1]octan-8-yl)pyrimidine-5-carbonitrile